C(C)N(C(COC1=CC2=C(OC[C@@H](C(N2C)=O)NC(=O)N2N=CC(=C2)CC2=CC(=CC=C2)F)C=C1)=O)CC(C)(C)O (S)-N-(7-(2-(ethyl-(2-hydroxy-2-methylpropyl)amino)-2-oxoethoxy)-5-methyl-4-oxo-2,3,4,5-tetrahydrobenzo[b][1,4]oxazepin-3-yl)-4-(3-fluorobenzyl)-1H-pyrazole-1-carboxamide